CC=1C=C(C(=O)NC2=CC=C(C=C2)[C@H]2CNCCC2)C=CC1 (S)-3-Methyl-N-(4-(piperidin-3-yl)phenyl)benzamide